methylpropane-1,3-diamine hydrochloride Cl.CC(CCN)N